6-(azetidin-1-yl)-4-(6-(6-((6-methoxypyridin-3-yl)methyl)-3,6-diazabicyclo[3.1.1]hept-3-yl)pyridin-3-yl)-1H-pyrazole N1(CCC1)C1(C=CC(=CN1)C=1C=NNC1)N1CC2N(C(C1)C2)CC=2C=NC(=CC2)OC